3-formyl-L-proline benzyl ester C(C1=CC=CC=C1)OC([C@H]1NCCC1C=O)=O